OC(CCCCCCCCCCCCCCCC(=O)O)CC=CCC=CCCCC 17-Hydroxy-heptacosa-19,22-dienoic acid